N1C[C@@H](CCC1)NC1=NN=C(C=2CCCCC12)C1=C(C=C(C=C1)C(F)(F)F)O 2-(4-{[(3R)-piperidin-3-yl]amino}-5,6,7,8-tetrahydrophthalazin-1-yl)-5-(Trifluoromethyl)phenol